(RS)-1-((5-chloro-2-methyl-6-difluoromethyl-pyrimidin-4-yl)amino)-2-propanol ClC=1C(=NC(=NC1C(F)F)C)NC[C@@H](C)O |r|